2-((2-(2-fluorophenyl)quinolin-7-yl)(hydroxy)methylene)malononitrile FC1=C(C=CC=C1)C1=NC2=CC(=CC=C2C=C1)C(=C(C#N)C#N)O